3,4-diaminophenylboronic acid pinacol ester NC=1C=C(C=CC1N)B1OC(C)(C)C(C)(C)O1